4-(hydroxymethyl)-4-methyloxazolidin-2-one OCC1(NC(OC1)=O)C